1,5-anhydro-2,3-dideoxy-3-(((4-fluoro-7-(4-(1-methyl-1H-1,2,3-triazol-4-yl)benzyl)-2,3-dihydro-1-benzofuran-5-yl)carbonyl)amino)-L-threo-pentitol FC1=C(C=C(C2=C1CCO2)CC2=CC=C(C=C2)C=2N=NN(C2)C)C(=O)N[C@H]2CCOC[C@@H]2O